CN(C1=CC=C(C=C1)N1CCC2(C(C=3C=C(SC3N=C12)C)=O)O)C 12-[4-(dimethylamino)phenyl]-9-hydroxy-5-methyl-4-thia-2,12-diazatricyclo[7.3.0.03,7]dodeca-1,3(7),5-trien-8-one